ClC=1SC2=C(N1)C=C(C=C2)NC(=O)C=2C=CC1=C(C=3N(CCO1)C=NC3)C2 N-(2-chlorobenzo[d]thiazol-5-yl)-5,6-dihydrobenzo[f]imidazo[1,5-d][1,4]oxazepine-10-carboxamide